C(C)OC(=O)[C@@H]1CN(CC[C@H]1C=1C=NN(C1)C)C trans-1-methyl-4-(1-methyl-1H-pyrazol-4-yl)piperidine-3-carboxylic acid ethyl ester